CC1=NOC(=C1C1=CC2=C(N(C(=N2)[C@@H]2CCC(N2)=O)[C@@H]2CS(CC2)(=O)=O)C=C1)C (S)-5-(5-(3,5-dimethylisoxazol-4-yl)-1-((S)-1,1-dioxotetrahydrothiophen-3-yl)-1H-benzo[d]imidazol-2-yl)pyrrolidin-2-one